ClC1=C(C(=O)N([C@H]2CNCCC2)C2=NC=CC3=C2C(=CS3)C)C=CC(=C1)C=1N=NN(C1)C (R)-2-chloro-4-(1-methyl-1H-1,2,3-triazol-4-yl)-N-(3-methylthieno[3,2-c]pyridin-4-yl)-N-(piperidin-3-yl)benzamide